C(CCCC)(OCC)=N Ethyl Pentanimidate